7-Chloro-4-(4-(4-methylpiperazin-1-yl)piperidin-1-yl)quinoline ClC1=CC=C2C(=CC=NC2=C1)N1CCC(CC1)N1CCN(CC1)C